(R)-1-(4-fluorophenyl)-2-(((S)-pent-2-yl)amino)ethan-1-ol barium molybdenum [Mo].[Ba].FC1=CC=C(C=C1)[C@H](CN[C@@H](C)CCC)O